O(C1=CC=CC=C1)C(CCC(=O)NCC(=O)N1CC2(OCCO2)C[C@H]1C(=O)O)C (8S)-7-((4-phenoxypentanoyl)glycyl)-1,4-dioxa-7-azaspiro[4.4]nonane-8-carboxylic acid